(3-Fluoro-4-(1-(quinolin-6-ylmethyl)-1H-[1,2,3]triazolo[4,5-b]pyrazin-6-yl)phenyl)di-methylphosphine oxide FC=1C=C(C=CC1C1=CN=C2C(=N1)N(N=N2)CC=2C=C1C=CC=NC1=CC2)P(C)(C)=O